CC(=CC=CC(=O)[O-])C 5-methylhexadienoate